4-(2,2-dibromo-1-chlorovinyl)benzonitrile BrC(=C(Cl)C1=CC=C(C#N)C=C1)Br